ClC=1C(=NN(C1C(=O)NC)C)N1C(NC2=C(C1=O)C[C@H](N(C2)C(C2=CC(=C(C=C2)Cl)C(F)(F)F)=O)C)=S (R)-4-Chloro-3-(7-(4-chloro-3-(trifluoromethyl)benzoyl)-6-methyl-4-oxo-2-thioxo-1,2,5,6,7,8-hexahydropyrido[3,4-d]pyrimidin-3(4H)-yl)-N,1-dimethyl-1H-pyrazole-5-carboxamide